(1r,4r)-4-((3-(4-(2-(2-aminopyridin-3-yl)-5-phenyl-3H-imidazo[4,5-b]pyridin-3-yl)phenyl)azetidin-1-yl)methyl)-1-methylcyclohexane-1-carboxylic acid NC1=NC=CC=C1C1=NC=2C(=NC(=CC2)C2=CC=CC=C2)N1C1=CC=C(C=C1)C1CN(C1)CC1CCC(CC1)(C(=O)O)C